FC=1C=C(C=C(C1)F)[C@@H]1CC[C@H]2OC3(C(N21)=O)CCN(CC3)C(=O)C3=CC=NN3C (5'S,7a'R)-5'-(3,5-difluoro-phenyl)-1-(1-methyl-1H-pyrazole-5-carbonyl)tetra-hydro-3'H-spiro[piperidine-4,2'-pyrrolo[2,1-b]-oxazol]-3'-one